BrC1=CC=C(C=C1)CC(=O)N1CC(C1)O 2-(4-bromophenyl)-1-(3-hydroxyazetidin-1-yl)ethane-1-one